4-((1,5-Dimethyl-4-oxo-4,5-dihydro-1H-pyrrolo[3,2-c]pyridin-3-yl)amino)-2-((4-fluorophenyl)amino)-N-(methyl-d3)pyrimidine-5-carboxamide CN1C=C(C=2C(N(C=CC21)C)=O)NC2=NC(=NC=C2C(=O)NC([2H])([2H])[2H])NC2=CC=C(C=C2)F